NC=1C=2C(N=C(N1)C1=NC=CN=C1)=NN(C2)CC=2C=C(C=CC2)O 3-{[4-amino-6-(pyrazin-2-yl)-2H-pyrazolo[3,4-d]pyrimidin-2-yl]methyl}phenol